N[C@H]1[C@@H](CN(CC1)C=1N=C(C2=C(N1)N(C=C2Br)COCC[Si](C)(C)C)C#N)F 2-((3R,4R)-4-amino-3-fluoropiperidin-1-yl)-5-bromo-7-((2-(trimethylsilanyl)ethoxy)methyl)-7H-pyrrolo[2,3-d]pyrimidine-4-carbonitrile